C(C)(=O)OC1CC2(COC(C3=CC=CC=C23)=O)CCC1 oxospiro[cyclohexane-1,4'-isochromane]-3-yl acetate